C1(CC1)C1=NOC(=N1)C1=CC=C(C=C1)[C@H](C)NC=1C2=C(N=CN1)SC=C2 N-[(1S)-1-[4-(3-cyclopropyl-1,2,4-oxadiazol-5-yl)phenyl]ethyl]thieno[2,3-d]pyrimidin-4-amine